Pregna-5,7-diene-3,20-dione divinyl ketal C(=C)OC1(CC2=CC=C3[C@@H]4CC[C@H](C(C)=O)[C@]4(CC[C@@H]3[C@]2(CC1)C)C)OC=C